[Si](C)(C)(C(C)(C)C)OCC12CCC(CC1)N2C(=O)OC(C)(C)C tert-butyl 1-(((tert-butyldimethylsilyl)oxy)methyl)-7-azabicyclo[2.2.1]-heptane-7-carboxylate